4-cyclopropyl-3-(N-(5-(methylsulfonyl)-2-(pyridin-2-yl)phenyl)sulfamoyl)benzoic Acid C1(CC1)C1=C(C=C(C(=O)O)C=C1)S(NC1=C(C=CC(=C1)S(=O)(=O)C)C1=NC=CC=C1)(=O)=O